3'-methoxy-N3,N5-dimethyl-4'-((2R,3S,4S,5S,6R)-3,4,5-trihydroxy-6-(hydroxymethyl)tetrahydro-2H-pyran-2-yloxy)biphenyl-3,5-dicarboxamide COC=1C=C(C=CC1O[C@H]1O[C@@H]([C@H]([C@@H]([C@@H]1O)O)O)CO)C1=CC(=CC(=C1)C(=O)NC)C(=O)NC